The molecule is a polyketide antibiotic that is isolated from Actinosynnema pretiosum and also exhibits antitumour activity. It has a role as an antimicrobial agent, a metabolite and an antineoplastic agent. It is a polyketide, a macrocycle, a lactam, an epoxide, a carboxylic ester, a carbamate ester, an aromatic ether and a member of monochlorobenzenes. C[C@@H]1[C@@H]2C[C@]([C@@H](/C=C/C=C(/CC3=CC(=C(C(=C3)OC)Cl)N(C(=O)C[C@@H]([C@]4([C@H]1O4)C)OC(=O)C(C)C)C)\\C)OC)(NC(=O)O2)O